(S)-2-(4-(6-((3-chloro-5-(1H-1,2,3-triazol-1-yl)pyridin-2-yl)methoxy)pyridin-2-yl)-2,5-difluorobenzyl)-1-(4,4-dimethyltetrahydrofuran-3-yl)-1H-benzo[d]imidazole-6-carboxylic acid ClC=1C(=NC=C(C1)N1N=NC=C1)COC1=CC=CC(=N1)C1=CC(=C(CC2=NC3=C(N2[C@@H]2COCC2(C)C)C=C(C=C3)C(=O)O)C=C1F)F